1-(7-(8-Ethyl-7-fluoro-3-hydroxynaphthalen-1-yl)-8-fluoro-2-(((2R,7aS)-2-fluorotetrahydro-1H-pyrrolizin-7a(5H)-yl)methoxy)pyrido[4,3-d]pyrimidin-4-yl)-3-methylpiperidine-3-carboxamide C(C)C=1C(=CC=C2C=C(C=C(C12)C1=C(C=2N=C(N=C(C2C=N1)N1CC(CCC1)(C(=O)N)C)OC[C@]12CCCN2C[C@@H](C1)F)F)O)F